3-(3-(3-bromopyridin-2-yl)-1-((2-(trimethylsilyl)ethoxy)methyl)-1H-pyrazol-5-yl)-1-(4-methoxybenzyl)-3-methylpyrrolidin-2-one BrC=1C(=NC=CC1)C1=NN(C(=C1)C1(C(N(CC1)CC1=CC=C(C=C1)OC)=O)C)COCC[Si](C)(C)C